FC(CN1N=CC(=C1)S(=O)(=O)N1N=C2C(=C1)CN(C2)C([C@@H](O)C2=C(C=CC=C2)F)=O)F (2S)-1-[2-[1-(2,2-difluoroethyl)pyrazol-4-ylsulfonyl]-4H,6H-pyrrolo[3,4-c]pyrazol-5-yl]-2-(2-fluorophenyl)-2-hydroxyethanone